ClC1=NC=C(C(=C1)C1=C(C=NC(=C1)C)C(=O)NC=1SC(=NN1)O)OC 2'-chloro-N-(5-hydroxy-1,3,4-thiadiazol-2-yl)-5'-methoxy-6-methyl-(4,4'-bipyridine)-3-carboxamide